(R)-N-(1-cyanopyrrolidin-3-yl)-4-((4-cyclopropylpyrimidin-2-yl)amino)-2,3-difluorobenzamide C(#N)N1C[C@@H](CC1)NC(C1=C(C(=C(C=C1)NC1=NC=CC(=N1)C1CC1)F)F)=O